hentriacontyl myristoleate C(CCCCCCC\C=C/CCCC)(=O)OCCCCCCCCCCCCCCCCCCCCCCCCCCCCCCC